N-[(1S,9S)-9-ethyl-5-fluoro-9-hydroxy-4-methyl-10,13-dioxo-2,3,9,10,13,15-hexahydro-1H,12H-benzo[de]pyrano[3',4':6,7]indolizino[1,2-b]quinolin-1-yl]-2-(pyridin-4-yl)acetamide C(C)[C@]1(C(OCC=2C(N3CC=4C(=NC=5C=C(C(=C6C5C4[C@H](CC6)NC(CC6=CC=NC=C6)=O)C)F)C3=CC21)=O)=O)O